BrC1=CC(=NC=C1)N1CCC(CC1)C(C)O (1-(4-bromopyridin-2-yl)piperidin-4-yl)ethanol